tert-butyl (R)-3-(2-fluoro-4-(4,4,5,5-tetramethyl-1,3,2-dioxaborolan-2-yl)benzamido)pyrrolidine-1-carboxylate FC1=C(C(=O)N[C@H]2CN(CC2)C(=O)OC(C)(C)C)C=CC(=C1)B1OC(C(O1)(C)C)(C)C